FC1=NC(=CC(=C1)N(C=1SC(=C(N1)C(=O)NC1C(CC1)(C)C)C)C(C(C)C)=O)F 2-[(2,6-difluoro-4-pyridyl)-(2-methylpropanoyl)-amino]-N-(2,2-dimethylcyclobutyl)-5-methyl-thiazole-4-carboxamide